tert-butyl (2s,4s)-2-(7-(allyloxy)-4-(methoxycarbonyl) naphthalen-1-yl)-4-hydroxypiperidine-1-carboxylate C(C=C)OC1=CC=C2C(=CC=C(C2=C1)[C@H]1N(CC[C@@H](C1)O)C(=O)OC(C)(C)C)C(=O)OC